(3aR,5s,6aS)-2-(2-(tetrahydro-2H-pyran-4-yl)ethyl-1,1-d2)-N-(6-(2-(trifluoromethyl)pyridin-3-yl)pyridazin-3-yl)octahydrocyclopenta[c]pyrrol-5-amine O1CCC(CC1)CC([2H])([2H])N1C[C@@H]2[C@H](C1)CC(C2)NC=2N=NC(=CC2)C=2C(=NC=CC2)C(F)(F)F